((S)-1-((2S,4R)-4-hydroxy-2-(((S)-1-(4-(4-Methylthiazol-5-yl)phenyl)ethyl)carbamoyl)pyrrolidin-1-yl)-3,3-dimethyl-1-oxoButan-2-yl)amine hydrochloride Cl.O[C@@H]1C[C@H](N(C1)C([C@H](C(C)(C)C)N)=O)C(N[C@@H](C)C1=CC=C(C=C1)C1=C(N=CS1)C)=O